ClC=1C=CC=C2C(C=C(OC12)C1=CC=C(OCCO[C@@H]2[C@@H](C2)C(=O)O)C=C1)=O cis-2-[2-[4-(8-chloro-4-oxo-chromen-2-yl)phenoxy]ethoxy]cyclopropanecarboxylic acid